C(C)C1OCC2C1C1(CCCC(C1CC2)(C)C)C α-ethyl-6,6,9a-trimethyldodecahydronaphtho[1,2-c]furan